(7R,9R)-6-bromo-2-(3,6-dihydro-2H-pyran-4-yl)-7-methyl-5-oxo-5,7,8,9-tetrahydropyrrolo[1,2-c][1,2,4]triazolo[1,5-a]pyrimidine-9-carboxylic acid tert-butyl ester C(C)(C)(C)OC(=O)[C@H]1C[C@H](C=2N1C=1N(C(C2Br)=O)N=C(N1)C=1CCOCC1)C